2-(1H-tetrazol-5-yl)-1H-pyrrole-1-sulfonamide N1N=NN=C1C=1N(C=CC1)S(=O)(=O)N